ClC=1C=C(C=CC1OC1=CC=C(C=C1)OC(F)F)C1=NC=2N(C(NC(C2N1C)=O)=O)CC(C(F)(F)F)O 8-(3-chloro-4-(4-(difluoromethoxy)phenoxy)phenyl)-7-methyl-3-(3,3,3-trifluoro-2-hydroxypropyl)-3,7-dihydro-1H-purine-2,6-dione